C(#N)C1(CC1)C(=O)O\N=C(\C=1C(=CC2=C(NC([C@H](CS2)NC(=O)OC(C)(C)C)=O)C1)F)/N [(Z)-[amino-[(3R)-3-(tert-butoxycarbonylamino)-8-fluoro-4-oxo-3,5-dihydro-2H-1,5-benzothiazepin-7-yl]methylene]amino] 1-cyanocyclopropanecarboxylate